9-Hexacosenoic acid C(CCCCCCCC=CCCCCCCCCCCCCCCCC)(=O)O